2-(4-amino-3-propylphenoxy)ethane-1-sulfonic acid NC1=C(C=C(OCCS(=O)(=O)O)C=C1)CCC